2',7'-Di-tert-butyl-spiro-9,9'-bifluoren C(C)(C)(C)C=1C=C2C3(C4=CC=CC=C4C=4C=CC=CC34)C3=CC(=CC=C3C2=CC1)C(C)(C)C